ClC1=C(CS(=O)(=O)C2=NC=3N(C(N(C(C3N2C)=O)C)=O)C)C=CC=C1Cl 8-(2,3-dichlorobenzylsulfonyl)-1,3,7-trimethyl-1H-purine-2,6(3H,7H)-dione